[Al+3].C(C)P([O-])(=O)C.[N+](=O)([O-])C1=CC=C(C(=O)N)C=C1.C(C)P([O-])(=O)C.C(C)P([O-])(=O)C (p-nitrobenzamide) ethyl-methylphosphinate aluminium salt